C(C)(C)(C)OC(=O)N1C(CCCC1)OS(=O)(=O)C methanesulfonyloxy-piperidine-1-carboxylic acid tert-butyl ester